Cl.Cl.COC=1C=2N(N=C(C1)C=1C=C(C(=NC1)C=1N=NC(=CC1)OC1CC(NC(C1)(C)C)(C)C)O)C=C(N2)C 5-(8-methoxy-2-methylimidazo[1,2-b]pyridazin-6-yl)-2-{6-[(2,2,6,6-tetramethylpiperidin-4-yl)oxy]pyridazin-3-yl}pyridin-3-ol dihydrochloride